3-benzyl-1-methyl-3-azabicyclo[3.1.0]hexane-6-carboxylic acid ethyl ester C(C)OC(=O)C1C2CN(CC12C)CC1=CC=CC=C1